methyl N-(2-amino-2-methylpropyl)-N-{1-[3-(trifluoromethoxy)phenyl]cyclobutyl}carbamate NC(CN(C(OC)=O)C1(CCC1)C1=CC(=CC=C1)OC(F)(F)F)(C)C